COC(=O)[C@@H]1[C@H]2C([C@H]2CN1C(=O)OC[C@H](C(C)(C)C)N1C(C2=CC=CC=C2C1=O)=O)(C)C (1R,2S,5S)-3-((S)-2-(1,3-dioxoisoindol-2-yl)-3,3-dimethylbutyloxycarbonyl)-6,6-dimethyl-3-azabicyclo[3.1.0]hexane-2-carboxylic acid methyl ester